4-chloro-6-(2-fluoro-phenylamino)-2-methylsulfonyl-pyrimidine-5-carbaldehyde ClC1=NC(=NC(=C1C=O)NC1=C(C=CC=C1)F)S(=O)(=O)C